C12(CC3CC(CC(C1)C3)C2)C(CC)(CC)OC(=O)COC(=O)C2C3C1C4C=CC(C1C(C2)C3)C4 8-(3-(1-adamantyl)-3-pentyloxycarbonylmethyloxycarbonyl)-tetracyclo[4.4.0.12,5.17,10]-3-dodecene